CC1CCC(C(C1)O)C(C)C 5-methyl-2-propan-2-ylcyclohexan-1-ol